FC=1C=NN(C1)C1=CC=C(C=N1)C(=O)N1C2CN(CC1CC2)C2=NC(=CC(=N2)CO)NC2=NNC(=C2)C (6-(4-fluoro-1H-pyrazol-1-yl)pyridin-3-yl)(3-(4-(hydroxymethyl)-6-((5-methyl-1H-pyrazol-3-yl)amino)pyrimidin-2-yl)-3,8-diazabicyclo[3.2.1]octane-8-yl)methanone